Cl.Cl.NC(C(=O)NCCN(C)C)(C)C amino-N-(2-dimethylaminoethyl)-2-methyl-propionamide dihydrochloride